C(CCCCCCCCCCCCCCC)OC(CC[NH-])OCCCCCCCCCCCCCCCC dipalmitoxypropylamide